[Na+].CC1CC(CSC1)NS([O-])(=O)=O 5-Methyltetrahydro-2H-thiopyran-3-ylsulfamic acid sodium salt